Vaccenyl-coenzyme A C(CCCCCCCCC\C=C\CCCCCC)(=O)SCCNC(CCNC([C@@H](C(COP(OP(OC[C@@H]1[C@H]([C@H]([C@@H](O1)N1C=NC=2C(N)=NC=NC12)O)OP(=O)(O)O)(=O)O)(=O)O)(C)C)O)=O)=O